FC(C(=O)N1CC(C1)N1C(N(C2=NC=CC(=C21)N2CC1(C2)CNC1)C=1C=NC(=CC1)C(F)(F)F)=O)=C 1-[1-(2-fluoroacryloyl)azetidin-3-yl]-3-[6-(trifluoromethyl)pyridin-3-yl]-7-(2,6-diazaspiro[3.3]hept-2-yl)-2,3-dihydro-1H-imidazo[4,5-b]pyridin-2-one